C1(CC1)NCC1=C(C(=CC(=C1)\C=C\C1=CC=C(C=C1)N1CCCC1)F)O (E)-2-((cyclopropylamino)methyl)-6-fluoro-4-(4-(pyrrolidin-1-yl)styryl)phenol